CC1(CCN(CC1)C=1OC2=C(C=C(C=C2C(C1)=O)C)C(CC)O)C 2-(4,4-dimethyl-1-piperidinyl)-8-(1-hydroxypropyl)-6-methyl-chromen-4-one